C1=CN=C(N1)C(=O)C(=O)C2=NC=CN2 oxalyldiimidazole